1-((1-isocyano-3-methoxypropyl)sulfonyl)-4-methylbenzene [N+](#[C-])C(CCOC)S(=O)(=O)C1=CC=C(C=C1)C